2-amino-1-(4-(2-(2,6-dimethylpyridin-4-yl)-3-isopropyl-1H-indol-5-yl)piperidin-1-yl)ethan-1-one (2E)-3-[3-fluoro-4-(morpholin-4-yl)phenyl]Benzyl-prop-2-enoate FC=1C=C(C=CC1N1CCOCC1)C=1C=C(COC(C=C)=O)C=CC1.NCC(=O)N1CCC(CC1)C=1C=C2C(=C(NC2=CC1)C1=CC(=NC(=C1)C)C)C(C)C